5-[4-[[4-[(3R,5R)-5-[(5-bromo-1-methyl-6-oxo-pyridazin-4-yl)amino]-1-methyl-3-piperidyl]phenyl]methyl]piperazin-1-yl]-2-(2,6-dioxo-3-piperidyl)-6-fluoro-isoindoline-1,3-dione BrC1=C(C=NN(C1=O)C)N[C@@H]1C[C@@H](CN(C1)C)C1=CC=C(C=C1)CN1CCN(CC1)C=1C=C2C(N(C(C2=CC1F)=O)C1C(NC(CC1)=O)=O)=O